4-methoxybenzyl 3,3,3-trifluoro-2-hydroxypropanoate FC(C(C(=O)OCC1=CC=C(C=C1)OC)O)(F)F